FC=1C=2N(C=C(C1)NC(=O)C1=NC=C(N=C1)N1CC(CC1)(CNC)F)C=C(N2)C N-(8-fluoro-2-methylimidazo[1,2-a]pyridin-6-yl)-5-(3-fluoro-3-((methylamino)methyl)pyrrolidin-1-yl)pyrazine-2-carboxamide